2-(difluoromethoxy)-4-[6-(1,1-dimethyl-2-morpholino-ethyl)pyrazolo[1,5-a]pyridin-3-yl]-N-[(1R,2S)-2-fluorocyclopropyl]-6-methoxy-benzamide FC(OC1=C(C(=O)N[C@H]2[C@H](C2)F)C(=CC(=C1)C=1C=NN2C1C=CC(=C2)C(CN2CCOCC2)(C)C)OC)F